[2-[[2-methyl-6-[(5-phenylthiazol-2-yl)amino]pyrimidin-4-yl] amino] ethyl] carbamate C(N)(OCCNC1=NC(=NC(=C1)NC=1SC(=CN1)C1=CC=CC=C1)C)=O